[(3S,5S)-5-[2-[bis[(2,4-dimethoxyphenyl)methyl]amino]pyrimidin-5-yl]tetrahydrofuran-3-yl] (4-nitrophenyl) carbonate C(O[C@@H]1CO[C@@H](C1)C=1C=NC(=NC1)N(CC1=C(C=C(C=C1)OC)OC)CC1=C(C=C(C=C1)OC)OC)(OC1=CC=C(C=C1)[N+](=O)[O-])=O